ClC1=NC(=NC(=C1OCC(=O)O)OCC=1C=NC=CC1)N1CCOCC1 2-(4-chloro-2-morpholino-6-(pyridin-3-ylmethoxy)pyrimidin-5-yloxy)acetic acid